O=C1C2=C(N=NN1CC(=O)N[C@@H](C)C1=CC=C(C=C1)C)C=CC=C2 (S)-2-(4-oxo-benzo[d][1,2,3]triazin-3(4H)-yl)-N-(1-p-tolylethyl)acetamide